4-(6-(2-(3-methylbenzylidene)hydrazinyl)-9-(thiazol-2-yl)-9H-purin-2-yl)morpholine CC=1C=C(C=NNC2=C3N=CN(C3=NC(=N2)N2CCOCC2)C=2SC=CN2)C=CC1